C(CCC)N1C(N(C(CC1=O)=O)C1CCC2(CC(C2)N2C(N(C(C23CCCCC3)=O)COCC[Si](C)(C)C)=O)CC1)=O 1-Butyl-3-(2-(2,4-dioxo-3-((2-(trimethylsilyl)ethoxy)methyl)-1,3-diazaspiro[4.5]decan-1-yl)spiro[3.5]nonan-7-yl)pyrimidine-2,4,6(1H,3H,5H)-trione